3-amino-4-(6,7-difluoro-1H-indazol-4-yl)-6-ethyl-1H-1,7-phenanthrolin-2-one NC=1C(NC2=C3C=CC=NC3=C(C=C2C1C1=C2C=NNC2=C(C(=C1)F)F)CC)=O